FC1=NC(=CC=C1N1C2CN(C(C1)CC2)C(=O)OC(C)(C)C)C(=O)OC tert-butyl 5-(2-fluoro-6-(methoxycarbonyl) pyridin-3-yl)-2,5-diazabicyclo[2.2.2]octane-2-carboxylate